[N+](=O)([O-])C=1C(=NC(=C(C1)C(F)(F)F)O[C@H](C)CC=C)C(=O)[O-].[Li+] lithium (R)-3-nitro-6-(pent-4-en-2-yloxy)-5-(trifluoromethyl)picolinate